C(=O)O.NC1CC(C1)C(=O)NCCCNC(C1=C(C=C(C=C1)NC=1C=2N(C=CN1)C(=CN2)C=2C(=NN(C2)CC(F)F)C(F)(F)F)CC)=O N-(3-((1s,3s)-3-aminocyclobutane-1-carboxamido)propyl)-4-((3-(1-(2,2-difluoroethyl)-3-(trifluoromethyl)-1H-pyrazol-4-yl)imidazo[1,2-a]pyrazin-8-yl)amino)-2-ethylbenzamide formate